CC1=C(C2=C(N=CN=C2NC2(CC2)C)O1)C(=O)N1CC=2N(CC1)C(=NC2C2CCO2)C 6-methyl-5-[3-methyl-1-(oxetan-4-yl)-5h,6h,7h,8h-imidazo[1,5-a]pyrazine-7-carbonyl]-N-(1-methylcyclopropyl)furo[2,3-d]pyrimidin-4-amine